6-chloro-1,1,2,2-tetrafluorohexane-1-sulfonic acid benzyltrimethylammonium salt C(C1=CC=CC=C1)[N+](C)(C)C.ClCCCCC(C(S(=O)(=O)[O-])(F)F)(F)F